(9S)-1-Amino-9-ethyl-5-fluoro-9-hydroxy-1-(hydroxymethyl)-4-methyl-1,2,3,9,12,15-hexahydro-10H,13H-benzo[de]pyrano[3',4':6,7]indolizino[1,2-b]quinoline-10,13-dione hydrochloride Cl.NC1(CCC=2C=3C1=C1C(=NC3C=C(C2C)F)C2=CC3=C(C(N2C1)=O)COC([C@]3(O)CC)=O)CO